N-(6-fluoro-2-((1R,3R)-3-formylcyclobutyl)-2H-indazol-5-yl)-6-(trifluoromethyl)picolinamide FC=1C(=CC2=CN(N=C2C1)C1CC(C1)C=O)NC(C1=NC(=CC=C1)C(F)(F)F)=O